2,6-di-t-butyl-4-(naphthalen-1-ylmethylene)cyclohexa-2,5-dien-1-one C(C)(C)(C)C=1C(C(=CC(C1)=CC1=CC=CC2=CC=CC=C12)C(C)(C)C)=O